C[SiH](OCC1CCCC1)C dimethyl-1-cyclopentyl-methoxysilane